(7S)-4,4'-dichloro-2-methylsulfanyl-spiro[5,8-dihydropyrano[4,3-d]pyrimidine-7,1'-indane] ClC=1C2=C(N=C(N1)SC)C[C@]1(CCC3=C(C=CC=C13)Cl)OC2